FC(CC1CN(CCN1)C1=CC(=C(C=C1)NC(=O)C=1C(=CC=2N(C1)C=C(N2)C)OC)F)F N-(4-(3-(2,2-difluoroethyl)piperazin-1-yl)-2-fluorophenyl)-7-methoxy-2-methylimidazo[1,2-a]pyridine-6-carboxamide